N=C1N=CC=C2C1=CC=CC=C2 iminocyclohepta[C]pyridine